4-((1-(3-nitro-5-(trifluoromethyl)phenyl)ethyl)amino)phthalazin-1(2H)-one [N+](=O)([O-])C=1C=C(C=C(C1)C(F)(F)F)C(C)NC1=NNC(C2=CC=CC=C12)=O